N1C=C(C2=CC=CC=C12)C1=C2C(C(N(C2=C(C(=C1)C(=O)N)C)CC1=CSC=C1)=O)(C)C (1H-indol-3-yl)-3,3,7-trimethyl-2-oxo-1-(thiophen-3-ylmethyl)indoline-6-carboxamide